para-styrenesulphonate C=CC1=CC=C(C=C1)S(=O)(=O)[O-]